N-(cis-2-((5-fluorobiphenyl-3-yl)methyl)-1-isobutyrylpyrrolidin-3-yl)methanesulfonamide FC=1C=C(C=C(C1)C1=CC=CC=C1)C[C@@H]1N(CC[C@@H]1NS(=O)(=O)C)C(C(C)C)=O